methyl (3R,5'S)-1'-(N-(tert-butoxycarbonyl)-N-methyl-L-leucyl)-5-chloro-2-oxospiro[indoline-3,3'-pyrrolidine]-5'-carboxylate C(C)(C)(C)OC(=O)N([C@@H](CC(C)C)C(=O)N1C[C@]2(C[C@H]1C(=O)OC)C(NC1=CC=C(C=C12)Cl)=O)C